BrC1=C(C(=C(C(=C1OC(C)OC1=C(C(=C(C(=C1Br)Br)Br)Br)Br)Br)Br)Br)Br bis-(pentabromophenoxy)ethane